3-{2-[(3,5-dimethylphenyl)amino]pyrimidin-4-yl}-N-(2-methoxyethyl)-1-methyl-1H-pyrazole-5-carboxamide CC=1C=C(C=C(C1)C)NC1=NC=CC(=N1)C1=NN(C(=C1)C(=O)NCCOC)C